C(CCC)OC(NC(C)(C)C=1C=CC=2N(C1)N=CC2C2=CC(=C(C(=C2)OC)C(N[C@H]2[C@H](C2)F)=O)OC(F)F)=O N-[1-[3-[3-(difluoromethoxy)-4-[[(1R,2S)-2-fluorocyclopropyl]carbamoyl]-5-methoxy-phenyl]pyrazolo[1,5-a]pyridin-6-yl]-1-methyl-ethyl]carbamic acid butyl ester